CN1C=C(C2=CC=C(C=C12)C)CCNS(=O)(=O)N1CCOCC1 N-[2-(1,6-dimethyl-1H-indol-3-yl)ethyl]-4-morpholinesulfonamide